The molecule is a retinoid glucuronide anion that is the conjugate base of 1-O-(5,6-epoxyretinoyl)-beta-D-glucuronic acid arising from deprotonation of the carboxylic acid function; major species at pH 7.3. It is a conjugate base of a 1-O-(5,6-epoxyretinoyl)-beta-D-glucuronic acid. C/C(=C\\C=C\\C(=C\\C(=O)O[C@H]1[C@@H]([C@H]([C@@H]([C@H](O1)C(=O)[O-])O)O)O)\\C)/C=C/C23C(CCCC2(O3)C)(C)C